(S)-5-nitro-6-((oxetan-2-ylmethyl)amino)picolinic acid methyl ester COC(C1=NC(=C(C=C1)[N+](=O)[O-])NC[C@H]1OCC1)=O